FC1=C(CN2C(C(=CC(=C2)C=2C=NN(C2)C(C)C)C(=O)NC2=NC(=CC=C2)C2=NN=CN2C(CO)C)=O)C=CC=C1 1-(2-Fluorobenzyl)-N-(6-(4-(1-hydroxy-prop-2-yl)-4H-1,2,4-triazol-3-yl)pyridin-2-yl)-5-(1-isopropyl-1H-pyrazol-4-yl)-2-oxo-1,2-dihydropyridine-3-carboxamide